2-(4-hydroxybenzoyl)hydrazine OC1=CC=C(C(=O)NN)C=C1